tert-butyl 3-(((S)-4-((3-chloro-2,4-difluorophenyl)(methyl)carbamoyl)-3-(6-methyl-4-(trifluoromethyl)pyridin-2-yl)-2-oxoimidazolidin-1-yl)methyl)-3-hydroxypyrrolidine-1-carboxylate ClC=1C(=C(C=CC1F)N(C(=O)[C@H]1N(C(N(C1)CC1(CN(CC1)C(=O)OC(C)(C)C)O)=O)C1=NC(=CC(=C1)C(F)(F)F)C)C)F